[N+](=O)([O-])C=1C=C(C=CC1)[I+]C1=CC=C(C=C1)[N+](=O)[O-] (3-nitrophenyl)(4-nitrophenyl)iodonium